BrC1=C(N(N=C1)C)C1=CC(=C2CCCC(N12)=O)C 3-(4-bromo-2-methyl-pyrazol-3-yl)-1-methyl-7,8-dihydro-6H-indolizin-5-one